C(=O)(O)C1=CC=C(CN2C[C@@]3([C@@H](N[C@H]([C@@H]3C3=C(C(=CC=C3)Cl)F)C(=O)NC3=C(C=C(C(=O)O)C=C3)OC)CC(C)(C)C)C3=CC(=CC=C23)Cl)C=C1 4-((2'S,3S,4'S,5'R)-1-(4-carboxybenzyl)-5-chloro-4'-(3-chloro-2-fluorophenyl)-2'-Neopentylspiro[indoline-3,3'-pyrrolidine]-5'-carboxamido)-3-methoxybenzoic acid